tert-butyl (3-(pyrimidin-5-yl)propyl)carbamate N1=CN=CC(=C1)CCCNC(OC(C)(C)C)=O